tert-butyl 2-[(4-bromo-2,3,6-trifluoro-phenyl)methyl]-3-[[1-(fluoromethyl)cyclopropyl]methyl]benzimidazole-5-carboxylate BrC1=C(C(=C(C(=C1)F)CC=1N(C2=C(N1)C=CC(=C2)C(=O)OC(C)(C)C)CC2(CC2)CF)F)F